(2S)-N-tert-butyl-3-[(tert-butyldimethylsilyl)oxy]-2-(6-{5-chloro-2-[(oxacyclohex-4-yl)amino]pyrimidin-4-yl}-1-oxo-2,3-dihydro-1H-isoindol-2-yl)-N-methylpropanamide C(C)(C)(C)N(C([C@H](CO[Si](C)(C)C(C)(C)C)N1C(C2=CC(=CC=C2C1)C1=NC(=NC=C1Cl)NC1CCOCC1)=O)=O)C